ClC=1N=C2C(=C(C(N(C2=CC1)C)=O)C#N)N1C[C@H]([C@@H](CC1)N(C1=CC=C(C=C1)F)C)OC 6-chloro-4-[(3R,4R)-4-(4-fluoro-N-methyl-anilino)-3-methoxy-1-piperidinyl]-1-methyl-2-oxo-1,5-naphthyridine-3-carbonitrile